2-phenylisothiazolo[5,4-b]pyridine-3(2H)-one C1(=CC=CC=C1)N1SC2=NC=CC=C2C1=O